FC1=C(C=C(C2=C1CCO2)CC2=CC=C(C=C2)N2N=CC=C2)C(=O)N[C@@H]2[C@H](CCCC2)O 4-fluoro-N-((1S,2S)-2-hydroxycyclohexyl)-7-(4-(1H-pyrazol-1-yl)benzyl)-2,3-dihydro-1-benzofuran-5-carboxamide